F[C@H]1C[C@H](N2N=C(N=C21)S(=O)(=O)[C@H](C)F)C2=CC=CC=C2 (5S,7S)-7-fluoro-2-[(1R)-1-fluoroethyl]sulfonyl-5-phenyl-6,7-dihydro-5H-pyrrolo[1,2-b][1,2,4]triazole